2-(4-(((1R,2R)-2-hydroxycyclohexyl)amino)-7,8-dihydro-5H-pyrano[3,4-d]pyridazin-1-yl)-5-methylphenol O[C@H]1[C@@H](CCCC1)NC=1N=NC(=C2C1COCC2)C2=C(C=C(C=C2)C)O